FC=1C=C(C=CC1F)C=1C=NC(=C(C(=O)NC=2C=C(C=CC2)[S@](=O)(C)=NC(OC(C)(C)C)=O)C1C)OC=1C(=NC(=CC1)F)C tert-butyl (R)-((3-(5-(3,4-difluorophenyl)-2-((6-fluoro-2-methylpyridin-3-yl)oxy)-4-methylnicotinamido)phenyl)(methyl)(oxo)-λ6-sulfaneylidene)carbamate